C1(CC1)C1=NC=NC(=C1C1=NC(=C2NC=NC2=N1)NCC1=CC=C(C=C1)C=1N(C=C(N1)C(F)(F)F)C)OC 2-(4-cyclopropyl-6-methoxypyrimidin-5-yl)-N-(4-(1-methyl-4-(trifluoromethyl)-1H-imidazol-2-yl)benzyl)-7H-purin-6-amine